O=C1NC(CCC1N1C(C2=CC=CC(=C2C1)C#CCCCCCC(=O)O)=O)=O 8-[2-(2,6-dioxopiperidin-3-yl)-1-oxo-3H-isoindol-4-yl]oct-7-ynoic acid